N1C[C@@H](C[C@H](C1)O)O (3R,5R)-piperidine-3,5-diol